cyclopropyl-1'-((7-cyclopropyl-6-oxo-5,6-dihydro-1,5-naphthyridin-3-yl)methyl)-3'-methyl-1',2',3',6'-tetrahydro-[3,4'-bipyridine]-6-carboxamide C1(CC1)C1=NC(=CC=C1C=1C(CN(CC1)CC=1C=NC=2C=C(C(NC2C1)=O)C1CC1)C)C(=O)N